CC(C)(C)C(=O)OC1=C(C=C(C=C1)C(C[NH2+]C)O)OC(=O)C(C)(C)C The molecule is an ammonium ion resulting from the protonation of the amino group of dipivefrin. It is a conjugate acid of a dipivefrin.